benzyl (2-(5-((R)-1-((7-methoxy-2-methyl-6-(((S)-tetrahydrofuran-3-yl)oxy)quinazolin-4-yl)amino)ethyl)selenophen-3-yl)benzyl)(methyl)carbamate COC1=C(C=C2C(=NC(=NC2=C1)C)N[C@H](C)C1=CC(=C[Se]1)C1=C(CN(C(OCC2=CC=CC=C2)=O)C)C=CC=C1)O[C@@H]1COCC1